isobutylperoxy dicarbonate C(=O)(OOOCC(C)C)OC(=O)[O-]